ClC=1C=C(C(=NC1O[C@H]1CCC2=C(C=CC=C12)C1=CC2=C(OCCO2)C=C1)OC)CN1C[C@@H](CC1)O (R)-1-((5-chloro-6-(((S)-4-(2,3-dihydrobenzo[b][1,4]dioxin-6-yl)-2,3-dihydro-1H-inden-1-yl)oxy)-2-methoxypyridin-3-yl)methyl)pyrrolidin-3-ol